C(CCCCCCCCCCC)(=O)N[C@@H](CCS(=O)C)C(=O)O N-lauroyl-methionine sulfoxide